tert-butyl 3-((((3aR,4R,6R,6aS)-2,2-dimethyl-6-(4-(methylamino)-7H-pyrrolo[2,3-d]pyrimidin-7-yl)tetrahydro-4H-cyclopenta[d][1,3]dioxol-4-yl)methyl)carbamoyl)piperidine-1-carboxylate CC1(O[C@H]2[C@@H](O1)[C@@H](C[C@@H]2CNC(=O)C2CN(CCC2)C(=O)OC(C)(C)C)N2C=CC1=C2N=CN=C1NC)C